(2R,3R,4S,5R)-2-(acetoxymethyl)-6-hydroxytetrahydro-2H-pyran-3,4,5-tri-yl triacetate C(C)(=O)O[C@@H]1[C@H](OC([C@@H]([C@H]1OC(C)=O)OC(C)=O)O)COC(C)=O